CN1C(=NCC1=O)NCC=1SC=C(N1)C 1-methyl-2-[(4-methylthiazol-2-yl)methylamino]-4H-imidazol-5-one